C(CCC)OC1=C(C=C(C(=O)O)C=C1)OC.C1(=CC=CC=C1)[Si](C1=CC=C(C=C1)[Si](C1=CC=CC=C1)(C1=CC=CC=C1)C1=CC=CC=C1)(C1=CC=CC=C1)C1=CC=CC=C1 1,4-bis(triphenylsilyl)benzene 4-Butoxy-3-methoxybenzoate